C(C)(C)(C)N(CC(=O)NCC(=O)N[C@@H](CC1=CC=CC=C1)C(=O)NCC(=O)NCC(=O)O)C(=O)OCC1C2=CC=CC=C2C=2C=CC=CC12.C(C(CCO)O)O 1,2,4-butanetriol tert-butyl-(((9H-fluoren-9-yl)methoxy)carbonyl)glycylglycyl-L-phenylalanylglycylglycinate